1-(oxetan-3-yl)-1H-imidazo[4,5-c]cinnolin-2(3H)-one O1CC(C1)N1C(NC=2N=NC=3C=CC=CC3C21)=O